C1(CC1)C1=NN(C=N1)S(=O)(=O)C1=CC(=CC=C1)[N+](=O)[O-] 3-cyclopropyl-1-((3-nitrophenyl)sulfonyl)-1H-1,2,4-triazole